ClC1=C(C=C(C=C1)COC1=CC=C(C=C1)[N+](=O)[O-])F 1-chloro-2-fluoro-4-((4-nitrophenoxy)methyl)benzene